6-(2-amino-5-(4-(piperazin-1-yl)-3-(trifluoromethyl)phenyl)pyridin-3-yl)-3,4-dihydroisoquinolin-1(2H)-one NC1=NC=C(C=C1C=1C=C2CCNC(C2=CC1)=O)C1=CC(=C(C=C1)N1CCNCC1)C(F)(F)F